rel-(3aR,7aS)-5-(tert-butoxycarbonyl)-2,2-dimethyltetrahydro-[1,3]dioxolo[4,5-c]pyridine-3a(4H)-carboxylic acid C(C)(C)(C)OC(=O)N1C[C@@]2([C@H](CC1)OC(O2)(C)C)C(=O)O |o1:9,10|